FC(C=1C=C(CN2C=C(C=3C2=NC=CC3)/C=C(/C(=O)OCCO)\C#N)C=C(C1)C(F)(F)F)(F)F (E)-2-hydroxyethyl 3-(1-(3,5-bis(trifluoromethyl) benzyl)-1H-pyrrolo[2,3-b]pyridin-3-yl)-2-cyanoacrylate